rac-tert-butyl (1-((2S,3R,4R)-1-acetyl-4-amino-2,3-dimethyl-1,2,3,4-tetrahydroquinolin-6-yl)piperidin-4-yl)carbamate C(C)(=O)N1[C@H]([C@@H]([C@H](C2=CC(=CC=C12)N1CCC(CC1)NC(OC(C)(C)C)=O)N)C)C |r|